C(C)N1C2=CC(=CC=C2C=2C=C(C=CC12)CN(C(C)=O)C)C=1N=CSC1 N-((9-ethyl-7-(thiazol-4-yl)-9H-carbazol-3-yl)methyl)-N-methylacetamide